CCCCCCCCCCCCCCCC(=O)OC(CCCCCCC)CCCCCCCCCC(=O)O The molecule is a FAHFA obtained by formal condensation of the carboxy group of palmitic acid with the hydroxy group of 11-hydroxystearic acid. It has a role as an anti-inflammatory agent, a hypoglycemic agent and a human metabolite. It is a FAHFA and a long-chain fatty acid. It derives from a hexadecanoic acid and an octadecanoic acid. It is a conjugate acid of an 11-PAHSA(1-).